4-[5-(aminomethyl)pyrimidin-2-yl]-3-(1-cyclohexyl-3-methylpyrazol-4-yl)oxybenzonitrile NCC=1C=NC(=NC1)C1=C(C=C(C#N)C=C1)OC=1C(=NN(C1)C1CCCCC1)C